C(CC)C=1OC=C(N1)C1=CC=C(C=C1)Br 2-propyl-4-(4-bromophenyl)oxazole